CN(C(O[C@@H]1CC[C@H](CC1)C(N(C[C@@H]1CC[C@H](CC1)C1=CC(=C(C=C1)OC)C)C1=CC(=CC=C1)C=1C=NN(C1)C1CC1)=O)=O)C trans-4-((3-(1-Cyclopropyl-1H-pyrazol-4-yl)phenyl)((trans-4-(4-methoxy-3-methyl phenyl) cyclohexyl)methyl)carbamoyl)cyclohexyl dimethylcarbamate